potassium 2-Ethyl hexanoate C(CCCCC)(=O)OCC.[K]